O.[Au].[Au].[Au].[Au] tetragold hydrate